Cl.CN(C=1C=NC(=NC1)NC(=O)C1CNC1)C N-[5-(dimethylamino)pyrimidin-2-yl]azetidine-3-carboxamide hydrochloride